[Cd].[Au] Gold-Cadmium